FC(CO)(F)C=1C(=C(C=CC1)[C@@H](C)NC(=O)C1=NN(C(C=C1)=O)C1=CC(=CC=C1)C=1N(N=NC1)C)F N-[(1R)-1-[3-(1,1-difluoro-2-hydroxy-ethyl)-2-fluoro-phenyl]ethyl]-1-[3-(3-Methyltriazol-4-yl)phenyl]-6-oxo-pyridazine-3-carboxamide